ClC1=C(N=CN1C)C1=C(C=O)C=C(C=C1)F 2-(5-chloro-1-methyl-1H-imidazol-4-yl)-5-fluorobenzaldehyde